2-chloro-N4-(5-((1-methylpiperidin-4-yl)oxy)quinazolin-4-yl)-N1-(pyridin-2-ylmethyl)benzene-1,4-diamine ClC1=C(C=CC(=C1)NC1=NC=NC2=CC=CC(=C12)OC1CCN(CC1)C)NCC1=NC=CC=C1